C[C@H]1[C@H]2[C@H](C[C@H]3[C@@H]4CC[C@H]5CCCC[C@]5(C)[C@H]4CC[C@]23C)O[C@]12CC[C@@H](C)CO2 (25R)-5alpha-spirostane